BrC1=CC2=C(C(=N1)NC=1C(=C(C(=C(C(=O)NCC)C1)Cl)F)F)N(C=N2)C(C)C 5-((6-bromo-3-isopropyl-3H-imidazo[4,5-c]pyridin-4-yl)amino)-2-chloro-N-ethyl-3,4-difluoro-benzamide